Cl[Sn](O[Sn](OCCCC)(OCCCC)O)(OCCCC)OCCCC 1-chloro-3-hydroxy-1,1,3,3-tetrabutoxydistannoxane